NCC1=NNC(C2=CC=C(C=C12)C=1C=NN(C1\C=C(/C#N)\C1=CC=C(C=C1)Cl)C)=O (Z)-3-(4-(4-(aminomethyl)-1-oxo-1,2-dihydro-phthalazin-6-yl)-1-methyl-1H-pyrazol-5-yl)-2-(4-chlorophenyl)acrylonitrile